(S)-N-(amino(2-chloro-4-(2-hydroxypropan-2-yl)phenyl)(oxo)-λ6-sulfaneylidene)-2-(4-cyano-2,6-diisopropylphenyl)acetamide N[S@@](=NC(CC1=C(C=C(C=C1C(C)C)C#N)C(C)C)=O)(=O)C1=C(C=C(C=C1)C(C)(C)O)Cl